FC(S(=O)(=O)OC=1C=C(C=2N(C1)N=C1C2C=NN1)C=1C=NC(=CC1)N1CC2N(C(C1)C2)CC=2C=NC(=CC2)OC)(F)F 4-(6-(6-((6-methoxypyridin-3-yl)methyl)-3,6-diazabicyclo[3.1.1]heptan-3-yl)pyridin-3-yl)-1H-pyrazolo[3',4':3,4]pyrazolo[1,5-a]pyridin-6-yl trifluoromethanesulfonate